methyl bromo-(2-chloro-phenyl)-acetate BrC(C(=O)OC)C1=C(C=CC=C1)Cl